Benzyl N-[(3R)-4,4-difluoro-1-(4-{2-methyl-5-[(3S)-3-(2,2,2-trifluoroethyl)pyrrolidine-1-carbonylamino]phenyl}-6-(morpholin-4-yl)pyridin-2-yl) pyrrolidin-3-yl]carbamate FC1([C@@H](CN(C1)C1=NC(=CC(=C1)C1=C(C=CC(=C1)NC(=O)N1C[C@@H](CC1)CC(F)(F)F)C)N1CCOCC1)NC(OCC1=CC=CC=C1)=O)F